1H-indole Hydrogen chloride Cl.N1C=CC2=CC=CC=C12